O[C@@H](C(=O)NCCC1=CC=C(C=C1)[N+](=O)[O-])C1=CC=CC=C1 (R)-2-hydroxy-N-[2-(4-nitrophenyl)ethyl]-2-phenylacetamide